(S)-N-(5-(2-(2-aminopyridin-3-yl)-5-(1H-pyrazol-1-yl)-3H-imidazo[4,5-b]pyridin-3-yl)-2,3-dihydro-1H-inden-1-yl)-2,3-difluoro-5-formyl-4-hydroxybenzamide NC1=NC=CC=C1C1=NC=2C(=NC(=CC2)N2N=CC=C2)N1C=1C=C2CC[C@@H](C2=CC1)NC(C1=C(C(=C(C(=C1)C=O)O)F)F)=O